O1CCN(CC1)C1CCC(CC1)NC(N)=O 3-((1R,4R)-4-morpholinocyclohexyl)urea